O=C1NC(CC1)=O 2,5-dioxopyrrolin